(2S)-3-[[6-cyano-5-(trifluoromethyl)pyridin-3-yl]amino]-2-hydroxy-2-methyl-3-oxopropanoic acid butyl ester C(CCC)OC([C@@](C(=O)NC=1C=NC(=C(C1)C(F)(F)F)C#N)(C)O)=O